5-(((2R,3R,4R,5R,6R)-3-acetamido-4,5-dihydroxy-6-(hydroxymethyl)tetrahydro-2H-pyran-2-yl)oxy)pentanamide C(C)(=O)N[C@H]1[C@@H](O[C@@H]([C@@H]([C@@H]1O)O)CO)OCCCCC(=O)N